BrC1=CC(N(C=C1OC1=C(C=C(C=C1Cl)F)Cl)C)=O 4-bromo-5-(2,6-dichloro-4-fluorophenoxy)-1-methylpyridin-2(1H)-one